tert-butyl 3-(2,2-dimethoxyethylcarbamoylamino)-2-(4-fluoro-3,5-dimethyl-phenyl)-6,7-dihydro-4H-pyrazolo[1,5-a]pyrazine-5-carboxylate COC(CNC(=O)NC=1C(=NN2C1CN(CC2)C(=O)OC(C)(C)C)C2=CC(=C(C(=C2)C)F)C)OC